BrC1=CC(=C(OCC(=O)O)C=C1F)C(C)(F)F 2-[4-bromo-2-(1,1-difluoroethyl)-5-fluorophenoxy]acetic acid